C(C1=CC=CC=C1)(C1=CC=CC=C1)(C1=CC=CC=C1)SCC=1C=C(C(=O)NCCC(=O)N[C@@H](CC2=CNC=N2)C(=O)O)C=C(C1)CSC(C1=CC=CC=C1)(C1=CC=CC=C1)C1=CC=CC=C1 (3-(3,5-bis((tritylthio)methyl)benzoylamino)propionyl)histidine